vinyl-tetradecylphosphonium C(=C)[PH2+]CCCCCCCCCCCCCC